5-(((tert-Butyl)diphenylsilyl)oxy)-2,2-dimethylpentanoic acid C(C)(C)(C)[Si](OCCCC(C(=O)O)(C)C)(C1=CC=CC=C1)C1=CC=CC=C1